COC1=CC=C(CN2C(C(=NC=C2C)N[C@@H]2C[C@H](CC2)NC2=CC=C(C=N2)N2C(C=CC=C2)=O)=O)C=C1 6'-(((1S,3S)-3-((4-(4-methoxybenzyl)-5-methyl-3-oxo-3,4-dihydropyrazin-2-yl)amino)cyclopentyl)amino)-2H-[1,3'-bipyridin]-2-one